ClC1=C(C(=CC=C1Cl)O)B(O)O (2,3-Dichloro-6-hydroxyphenyl)boronic acid